((S)-2-(2-Chloro-3-fluorophenyl)-4-cyclopropylpiperazin-1-yl)-N-((R,E)-4-(methylsulfonyl)but-3-en-2-yl)pyrazine-2-carboxamide ClC1=C(C=CC=C1F)[C@@H]1N(CCN(C1)C1CC1)C=1C(=NC=CN1)C(=O)N[C@H](C)\C=C\S(=O)(=O)C